3-pentylbenzeneacetic acid C(CCCC)C=1C=C(C=CC1)CC(=O)O